The molecule is a fatty acid ester obtained by the formal condensation of carboxy group of palmitic acid with propan-2-ol. Metabolite observed in cancer metabolism. It has a role as a human metabolite. It is a fatty acid ester and an isopropyl ester. It derives from a hexadecanoic acid. CCCCCCCCCCCCCCCC(=O)OC(C)C